BrC1=CC=C(C=C1)/C(=C\C1=CC=C(C=C1)Br)/C1=C(C=CC=C1)C1=C(C=CC=C1)P(C1=CC=CC=C1)C1=CC=CC=C1 (E)-(2'-(1,2-bis(4-bromophenyl)vinyl)-[1,1'-biphenyl]-2-yl)diphenylphosphine